CC1=C(OC2=C(C=C(C=C2C1=O)C)[C@@H](C)NC1=NC=CC=C1C#N)C1=CC=CC=C1 2-[[(1R)-1-(3,6-Dimethyl-4-oxo-2-phenyl-chromen-8-yl)ethyl]amino]pyridine-3-carbonitrile